2-THIAZOL-2-YL-1H-IMIDAZOLE-4-CARBALDEHYDE S1C(=NC=C1)C=1NC=C(N1)C=O